8-fluoro-7-(pyridin-4-yl)isoquinolin-1-amine FC=1C(=CC=C2C=CN=C(C12)N)C1=CC=NC=C1